(E)-(3-(2-(6-methoxy-3-pyridinyl)-4-morpholino-6-thieno[3,2-d]pyrimidinyl)acryloyl)proline methyl ester COC([C@H]1N(CCC1)C(\C=C\C1=CC=2N=C(N=C(C2S1)N1CCOCC1)C=1C=NC(=CC1)OC)=O)=O